1-((2R,5S)-4-(6-chloro-2-(3-(dimethylamino)azetidin-1-yl)-8-fluoro-7-(1H-pyrazolo[3,4-c]pyridin-4-yl)quinazolin-4-yl)-2,5-dimethylpiperazin-1-yl)prop-2-en-1-one ClC=1C=C2C(=NC(=NC2=C(C1C1=C2C(=CN=C1)NN=C2)F)N2CC(C2)N(C)C)N2C[C@H](N(C[C@@H]2C)C(C=C)=O)C